C(C)(C)(C)C1=CC=C(C=C1)\C=C\C(OCC)OCC (E)-1-(tert-butyl)-4-(3,3-diethoxyprop-1-en-1-yl)benzene